CC(=C)[C@@H]1CC[C@]2([C@H]1[C@H]3CC[C@H]4[C@]([C@@]3(CC2)C)(CC[C@@H]5[C@@]4(C=CC(=O)C5(C)C)C)C)C The molecule is a pentacyclic triterpenoid that is lupa-1,20(29)-diene substituted by an oxo group at position 3. It has been isolated from Breynia fruticosa. It has a role as a plant metabolite. It is a pentacyclic triterpenoid and a cyclic terpene ketone. It derives from a hydride of a lupane.